[Si](C)(C)(C(C)(C)C)O[C@H](CC=O)C=1C=C2CN(C(C2=CC1)=O)[C@@H]1C(NC(CC1)=O)=O (3R)-3-[tert-butyl(dimethyl)silyl]oxy-3-[2-[(3S)-2,6-dioxo-3-piperidyl]-1-oxo-isoindolin-5-yl]propanal